(2S,4S)-4-hydroxy-2-methylpiperazine ON1C[C@@H](NCC1)C